2-(4-(5-chloro-2-(4-chloro-1H-1,2,3-triazol-1-yl)phenyl)-2,5-dioxopiperazin-1-yl)-3-(4-cyanophenyl)-N-(2-methyl-2H-indazol-5-yl)propanamide ClC=1C=CC(=C(C1)N1CC(N(CC1=O)C(C(=O)NC1=CC2=CN(N=C2C=C1)C)CC1=CC=C(C=C1)C#N)=O)N1N=NC(=C1)Cl